NC1=NC2=C(C=C(C=C2C(=N1)C)C=1C=C(C(=NC1)OC)C=1C(=C(C=CC1F)S(=O)(=O)N)F)OCC1COCC1 (5-(2-amino-4-methyl-8-((tetrahydrofuran-3-yl)methoxy)quinazolin-6-yl)-2-methoxypyridin-3-yl)-2,4-difluorobenzenesulfonamide